8-(furan-3-yl)-2-methyl-3-(3-(8-(trifluoromethyl)-1,2,3,4-tetrahydroisoquinoline-2-carbonyl)phenyl)-5,6-dihydro-2H-2,6-methanobenzo[g][1,3,5]oxadiazocin-4(3H)-one O1C=C(C=C1)C=1C=CC2=C(C3NC(N(C(O2)(C3)C)C3=CC(=CC=C3)C(=O)N3CC2=C(C=CC=C2CC3)C(F)(F)F)=O)C1